FC(OC1=CC=C2CCCOC2=C1)(F)F 7-(trifluoromethoxy)chroman